C(#N)C1N(CSC1)C(CNC(=O)C1=CC=NC2=CC=C(C=C12)COC1CC1)=O N-(2-(4-Cyanothiazolidin-3-yl)-2-oxoethyl)-6-(cyclopropoxy-methyl)quinoline-4-carboxamide